BrC1=NC(=CC(=C1OCOC)OC(CO)(C)C)SC 2-((2-bromo-3-(methoxymethoxy)-6-(methylthio)pyridin-4-yl)oxy)-2-methylpropan-1-ol